FC[C@H](C1=CC=CC=C1)N(C(O)=O)C1=C(N=NN1C)C1=NC(=C(C=C1)NS(=O)(=O)C)C.CC1N(CCC1)CCOC Methylmethoxyethyl-pyrrolidine (S)-2-fluoro-1-phenylethyl-(1-methyl-4-(6-methyl-5-(methylsulfonamido)pyridin-2-yl)-1H-1,2,3-triazol-5-yl)carbamate